C(C=C)OC1=C(C=C(C=C1Br)Br)Br 2,4,6-Tribromophenyl allyl ether